C(\C=C\C(=O)O)(=O)O.N1(CCCC1)CCC1=CNC2=NC=C(C=C21)C#N 3-(2-(pyrrolidin-1-yl)ethyl)-1H-pyrrolo[2,3-b]pyridine-5-carbonitrile fumarate salt